6-METHOXY-N-(2,3-DIFLUOROPHENYL)-2-(TRIFLUOROMETHYL)-1H-IMIDAZO[4,5-B]PYRAZIN-5-AMINE COC1=C(N=C2C(=N1)NC(=N2)C(F)(F)F)NC2=C(C(=CC=C2)F)F